cis-3-(4-chlorophenoxy)-N-{2-fluoro-3-[6-oxo-4-(trifluoromethyl)-1,6-dihydropyrimidin-2-yl]-4-(trifluoromethyl)benzyl}cyclobutane-1-carboxamide ClC1=CC=C(O[C@H]2C[C@H](C2)C(=O)NCC2=C(C(=C(C=C2)C(F)(F)F)C=2NC(C=C(N2)C(F)(F)F)=O)F)C=C1